S(N)(OCC[C@H]1OC(O[C@@H]1C1=CC=CC=C1)(CC)CC)(=O)=O 2-((4R,5R)-5-phenyl-2,2-diethyl-1,3-dioxolan-4-yl)ethyl sulfamate